CC1=C(C(=CC=C1)C)C1=CC(OC2=CC(=CC=C12)N[C@@H](CC(=O)O)C)=O (R)-3-((4-(2,6-dimethylphenyl)-2-oxo-2H-chromen-7-yl)amino)butanoic acid